1,3,5-trihydropyran O1CCCCC1